COC(=O)N1C2COCC1CC(C2)N2C[C@H]1C([C@H]1C2)C(N(C)C(C)C)=O 7-((1r,5s,6r)-6-(isopropyl-(methyl)carbamoyl)-3-azabicyclo[3.1.0]hexane-3-yl)-3-oxa-9-azabicyclo[3.3.1]nonane-9-carboxylic acid methyl ester